CC1=C(C(=CC=C1)C)C(=O)C 2,6-dimethylacetophenone